C(C)(=O)N1CCC(C1)C1=CC=CC=C1 trans-1-Acetyl-4-phenylpyrrolidine